N-methyl-N-(4-((S)-1-tritylazetidine-2-carbonyl)-1,4-diazepan-1-carbonyl)-L-valine CN([C@@H](C(C)C)C(=O)O)C(=O)N1CCN(CCC1)C(=O)[C@H]1N(CC1)C(C1=CC=CC=C1)(C1=CC=CC=C1)C1=CC=CC=C1